N(=C=O)CC1C2CC(C(C1)C2)CN=C=O 2,5-bis(isocyanatomethyl)bicyclo[2.2.1]-heptane